Methyl-L-Arginine CN[C@@H](CCCNC(N)=N)C(=O)O